N-(2,4-difluoro-3-[[3-methyl-1-(oxan-2-yl)pyrazolo[3,4-b]pyridin-5-yl]methoxy]phenyl)-5-fluoro-2-methylpyridine-3-sulfonamide FC1=C(C=CC(=C1OCC=1C=C2C(=NC1)N(N=C2C)C2OCCCC2)F)NS(=O)(=O)C=2C(=NC=C(C2)F)C